2-hydroxycyclohexan-1-one OC1C(CCCC1)=O